ClC=1C=CC=2N(N1)C(=CN2)C2=CC(=NC=C2)N2CCN(CC2)C(C)=O 1-[4-[4-(6-chloroimidazo[1,2-b]pyridazin-3-yl)-2-pyridinyl]piperazin-1-yl]ethanone